C[C@@H]1N(C[C@H]1O)C=1C=2N(C(=C(N1)C=1C=NN(C1)C1CN(C1)C)C)C=CN2 (2S,3R)-2-methyl-1-[5-methyl-6-[1-(1-methylazetidin-3-yl)pyrazol-4-yl]imidazo[1,2-a]pyrazin-8-yl]azetidin-3-ol